(E)-2-(((4-(5-(3-cyano-4-isopropoxyphenyl)-1,2,4-oxadiazol-3-yl)-2,3-dihydro-1H-inden-1-ylidene)amino)oxy)propanoic acid C(#N)C=1C=C(C=CC1OC(C)C)C1=NC(=NO1)C1=C2CC/C(/C2=CC=C1)=N\OC(C(=O)O)C